OC(C([N+](C)(C)C)([2H])[2H])([2H])[2H] choline-d4